C12CNCC(CC1)C2C(NS(=O)C(C)(C)C)C2=C(C=C(C(=C2)Cl)Cl)OCC=C N-[3-azabicyclo[3.2.1]octan-8-yl[4,5-dichloro-2-(prop-2-en-1-yloxy)phenyl]methyl]-2-methylpropane-2-sulfinamide